N-((7R)-2-Cyano-2-azabicyclo[2.2.1]heptan-7-yl)-5-(2-(4-fluorophenoxy)phenyl)-1H-pyrazol-3-carboxamid C(#N)N1C2CCC(C1)[C@H]2NC(=O)C2=NNC(=C2)C2=C(C=CC=C2)OC2=CC=C(C=C2)F